ClC1=C(C=C(C=C1)[C@H]1[C@H](O)[C@@H](O)[C@H](O)[C@H](O1)CO)CC1=CC=C(C=C1)OCC (1s)-1,5-anhydro-1-{4-chloro-3-[(4-ethoxyphenyl)methyl]phenyl}-D-glucitol